C(C)(C)(C)OC(=O)N1CC(=CC1)C1=C(C=C(C=C1)[N+](=O)[O-])C[S@](=O)C |r| (±)-3-(2-(methylsulfinylmethyl)-4-nitrophenyl)-2,5-dihydro-1H-pyrrole-1-carboxylic acid tert-butyl ester